1-ethyl-3-methyl-1H-imidazol-3-ium hydrogen carbonate C(O)([O-])=O.C(C)N1C=[N+](C=C1)C